2,3-bis(2,4,6-trimethylphenyl)cycloprop-2-en-1-one CC1=C(C(=CC(=C1)C)C)C=1C(C1C1=C(C=C(C=C1C)C)C)=O